butyl (12-(1-(2,6-dioxopiperidin-3-yl)-3-methyl-2-oxo-2,3-dihydro-1H-benzo[d]imidazole-4-yl)dodec-11-yn-1-yl)carbamate O=C1NC(CCC1N1C(N(C2=C1C=CC=C2C#CCCCCCCCCCCNC(OCCCC)=O)C)=O)=O